N1=C(N=CC=C1)C1C(C1)(C(=O)N)C1CNC1 pyrimidin-2-yl-azetidin-3-yl-cyclopropane-1-carboxamide